FC=1C=C(C=CC1OC)C1=C(C2=C(CCC1)C=C(C=C2)O)C2=CC=C(C=C2)O[C@@H]2CN(CC2)CCCF 6-(3-fluoro-4-methoxy-phenyl)-5-[4-[(3S)-1-(3-fluoropropyl)pyrrolidin-3-yl]oxyphenyl]-8,9-dihydro-7H-benzo[7]annulen-2-ol